2-(morpholinomethyl)thiopheno[2,3-d]pyrimidin-4-amine O1CCN(CC1)CC=1N=C(C2=C(N1)SC=C2)N